2'-chloro-5'-methoxy-6-methyl-N-(5-(thiazole-2-carbonyl)-5,6-dihydro-4H-pyrrolo[3,4-d]thiazol-2-yl)-[4,4'-bipyridine]-3-carboxamide ClC1=NC=C(C(=C1)C1=C(C=NC(=C1)C)C(=O)NC=1SC2=C(N1)CN(C2)C(=O)C=2SC=CN2)OC